5-(3-((4-(3,5-dimethyl-isoxazol-4-yl)pyridin-2-yl)oxy)pyrrolidin-1-yl)-3-oxo-2,3-dihydropyridazine-4-carbonitrile CC1=NOC(=C1C1=CC(=NC=C1)OC1CN(CC1)C1=C(C(NN=C1)=O)C#N)C